O1NC(=CC2=C1C=CC=C2)C(C(=O)OCC2=CC=CO2)C(=O)[O-] furfuryl benzoxazinemalonate